(4-(((6,7-dimethoxyquinazolin-4-yl)amino)methyl)benzyl)phosphonic acid COC=1C=C2C(=NC=NC2=CC1OC)NCC1=CC=C(CP(O)(O)=O)C=C1